[N+](#[C-])C1=C(C=CC=C1)C(=C)C1=CC=CC=C1 1-isocyano-2-(1-phenylvinyl)benzene